2-(2-fluoro-3-nitro-phenyl)-4,4,5,5-tetramethyl-1,3,2-dioxaborolane FC1=C(C=CC=C1[N+](=O)[O-])B1OC(C(O1)(C)C)(C)C